COC(=O)[C@H]1CN(CC1)CC1=C(C=C(C=C1C)C1CN(C1)C(=O)OC(C)(C)C)C (R)-1-(4-(1-(tert-butoxycarbonyl)azetidin-3-yl)-2,6-dimethyl-benzyl)pyrrolidine-3-carboxylic acid methyl ester